C(C1=CC=CC=C1)N1CC2(C1)CC(C2)NC(=O)N2[C@@H](CN([C@@H](C2)C)C2=NC=C(N=C2)C(F)(F)F)C (2R,5R)-N-{2-benzyl-2-azaspiro[3.3]heptan-6-yl}-2,5-dimethyl-4-[5-(trifluoromethyl)pyrazin-2-yl]piperazine-1-carboxamide